NC1C(CCOC1)C(=O)O 5-aminotetrahydropyran-4-carboxylic acid